2,4,6-trimethylphenyl isonitrile CC1=C(C(=CC(=C1)C)C)[N+]#[C-]